2,3,6-trimethylquinoxaline CC1=NC2=CC=C(C=C2N=C1C)C